C(C=C)N(CCCCCCN(CC=C)CC=C)CC=C N1,N1,N6,N6-tetraallylhexane-1,6-diamine